N-(5-(5-(2-(1,1-difluoroethyl)morpholinyl)benzo[d]oxazol-2-yl)-8-(methylamino)-2,7-naphthyridin-3-yl)cyclopropanecarboxamide FC(C)(F)C1CN(CCO1)C=1C=CC2=C(N=C(O2)C2=C3C=C(N=CC3=C(N=C2)NC)NC(=O)C2CC2)C1